FC=1C=C2C(=NC1)NC=C2N2N=C(C=CC2=O)N[C@H](CC(=O)O)C(C)C (R)-3-((1-(5-fluoro-1H-pyrrolo[2,3-b]pyridin-3-yl)-6-oxo-1,6-dihydropyridazin-3-yl)amino)-4-methylpentanoic acid